(R)-N-((S)-3-(3-chloro-4-hydroxyphenyl)-2-(dimethylamino)propyl)-3-phenylbutyramide ClC=1C=C(C=CC1O)C[C@@H](CNC(C[C@@H](C)C1=CC=CC=C1)=O)N(C)C